N-[4-(4-chloro-1H-pyrazol-1-yl)-3-sulfamoylphenyl]-2-(2-fluorophenyl)acetamide ClC=1C=NN(C1)C1=C(C=C(C=C1)NC(CC1=C(C=CC=C1)F)=O)S(N)(=O)=O